[Cl-].C(C)OCN1C=NC(=C1)C1(CC1)[NH3+] [1-[1-(ethoxymethyl)imidazol-4-yl]cyclopropyl]ammonium chloride